CC(C=O)CCCCCCCCCCCCCCCCCCCC 2-methyl-1-docosanal